CC1=C(C=CC=C1)[C@H]1[C@H](C1)\C=C\C1=CC=CC=C1 1-methyl-2-((1r,2r)-2-((E)-styryl)cyclopropyl)benzene